CC(CC(=O)OC1COCC1)C tetrahydrofuran-3-yl 3-methylbutanoate